2-[[5-[3-[[(4S)-1-[(5-amino-2-fluoro-phenyl)methylsulfonyl]-2,2-dimethyl-4-piperidyl]amino]phenyl]-2-tert-butoxycarbonyl-4-chloro-3-thienyl]oxy]acetic acid NC=1C=CC(=C(C1)CS(=O)(=O)N1C(C[C@H](CC1)NC=1C=C(C=CC1)C1=C(C(=C(S1)C(=O)OC(C)(C)C)OCC(=O)O)Cl)(C)C)F